6-Amino-2-((S)-5-amino-5,7-dihydro-spiro[cyclopenta[b]pyridin-6,4'-piperidin]-1'-yl)-5-(2,3-dichlorophenyl)pyrimidine-4-carbonitrile NC1=C(C(=NC(=N1)N1CCC2(CC1)[C@@H](C=1C(=NC=CC1)C2)N)C#N)C2=C(C(=CC=C2)Cl)Cl